C(C1=CC=CC=C1)OC1=CC(=C(C(=O)N2[C@@H](CC(CC2)=O)CO[Si](C)(C)C(C)(C)C)C=C1OC)[N+](=O)[O-] (S)-1-(4-(Benzyloxy)-5-methoxy-2-nitrobenzoyl)-2-(((tert-butyldimethylsilyl)oxy)methyl)piperidin-4-one